ClC=1C=CC2=C(C=C(O2)C=2OC(=NN2)SSC(C)C(C)C)C1 2-(5-chlorobenzofuran-2-yl)-5-((3-methylbutan-2-yl)dithio)-1,3,4-oxadiazole